(2-((2-((1-(4-amino-7-(6-cyanopyridin-3-yl)pyrrolo[2,1-f][1,2,4]triazin-5-yl)piperidin-3-yl)carbamoyl)-5-(difluoromethyl)thiophen-3-yl)oxy)ethyl)carbamate NC1=NC=NN2C1=C(C=C2C=2C=NC(=CC2)C#N)N2CC(CCC2)NC(=O)C=2SC(=CC2OCCNC([O-])=O)C(F)F